(E)-N-(5-((4-(1H-Indol-1-yl)pyrimidin-2-yl)amino)-2-((2-(dimethylamino)ethyl)(methyl)amino)-4-methoxyphenyl)-4-(dimethylamino)but-2-enamide N1(C=CC2=CC=CC=C12)C1=NC(=NC=C1)NC=1C(=CC(=C(C1)NC(\C=C\CN(C)C)=O)N(C)CCN(C)C)OC